(R)-2-methyl-5,7-dihydrospiro[cyclopenta[b]pyridine-6,4'-piperidine]-5-amine dihydrochloride Cl.Cl.CC1=CC=C2C(=N1)CC1(CCNCC1)[C@H]2N